methyl 1-(5-((2,6-dichlorobenzyl)oxy)-2,3-dihydro-1H-inden-1-yl)-4-methylpiperidine-4-carboxylate ClC1=C(COC=2C=C3CCC(C3=CC2)N2CCC(CC2)(C(=O)OC)C)C(=CC=C1)Cl